4-(1H-imidazol-1-yl)-N-((1s,3s)-3-(2-(trifluoromethyl)pyridin-4-yl)cyclobutyl)pyrimidine-2-carboxamide N1(C=NC=C1)C1=NC(=NC=C1)C(=O)NC1CC(C1)C1=CC(=NC=C1)C(F)(F)F